5-(2,4-Difluorophenoxy)-1-(4-((4-methoxyphenyl)sulfonyl)piperazin-1-yl)-2,2-dimethylpentan-1-one FC1=C(OCCCC(C(=O)N2CCN(CC2)S(=O)(=O)C2=CC=C(C=C2)OC)(C)C)C=CC(=C1)F